Cl.FC1=C(C=CC=C1)[C@@H]([C@@H](O)[C@@H]1NCCC1)C1=CC=CC=C1 (1R,2S)-2-(2-fluorophenyl)-2-phenyl-1-((R)-pyrrolidin-2-yl)ethan-1-ol hydrochloride